ethyl-trimethyl-ammonium sulfate S(=O)(=O)([O-])[O-].C(C)[N+](C)(C)C.C(C)[N+](C)(C)C